1-(difluoro(3-(trifluoromethyl)phenyl)methyl)bicyclo[1.1.1]pentane FC(C12CC(C1)C2)(C2=CC(=CC=C2)C(F)(F)F)F